C1(CC1)[C@]1(C(N(C[C@H]1C)C1=C2C(=NC=C1)C=C(O2)C=2C=NN(C2)C(C)C)=O)C#N (3R,4S)-3-cyclopropyl-1-(2-(1-isopropyl-1H-pyrazol-4-yl)furo[3,2-b]pyridin-7-yl)-4-methyl-2-oxopyrrolidine-3-carbonitrile